tert-butyl [(2R)-oxiran-2-ylmethyl]carbamate O1[C@@H](C1)CNC(OC(C)(C)C)=O